C(C)(C)(C)OC(=O)N1CCC(CC1)C1=CC=C(C=C1)NC1C(NC(CC1)=O)=O tert-butyl-4-[4-[(2,6-dioxo-3-piperidyl)amino]phenyl]piperidine-1-carboxylate